ethyl 3-(3-{[6-(benzyloxy)-2,2-dioxo-2H-1,2λ6,3-benzoxathiazin-3(4H)-yl]methyl}-5-fluorophenyl)-3-(1-{4-[(4-methoxyphenyl)methoxy]butyl}-4-methyl-1H-benzotriazol-5-yl)propanoate C(C1=CC=CC=C1)OC=1C=CC2=C(CN(S(O2)(=O)=O)CC=2C=C(C=C(C2)F)C(CC(=O)OCC)C2=C(C3=C(N(N=N3)CCCCOCC3=CC=C(C=C3)OC)C=C2)C)C1